BrC1=C(CN(S(=O)(=O)C2=CC=C(C=C2)C)CC(OC)OC)C=CC(=C1)C N-(2-bromo-4-methylbenzyl)-N-(2,2-dimethoxyethyl)-4-methylbenzenesulfonamide